(4-(9H-carbazol-9-yl)-2,2-dimethyl-[1,1-biphenyl]-4-yl)diphenylphosphine oxide C1=CC=CC=2C3=CC=CC=C3N(C12)C1(CC(C(=CC1)C1=CC=CC=C1)(C)C)P(C1=CC=CC=C1)(C1=CC=CC=C1)=O